4-methoxy-N-[(1s,4s)-4-({2-phenylimidazo[1,2-a]pyridin-5-yl}amino)cyclohexyl]benzamide COC1=CC=C(C(=O)NC2CCC(CC2)NC2=CC=CC=3N2C=C(N3)C3=CC=CC=C3)C=C1